4-(9,9-Dioxo-3,8,10,11-tetrahydropyrazolo[4,3-f]thiopyrano[3,4-c]quinolin-7-yl)benzonitrile O=S1(CC=2C(=NC3=CC=C4C(=C3C2CC1)C=NN4)C4=CC=C(C#N)C=C4)=O